C(C1=CC=CC=C1)OC(=O)N[C@@H](C(=O)OC)CC1OCCCC1 Methyl (2R)-2-(benzyloxycarbonylamino)-3-tetrahydropyran-2-yl-propanoate